1,1,1,3,3,3-Hexafluoropropan-2-yl (±)-1-((2-methylpyridin-3-yl)carbamoyl)-6-azaspiro[2.5]octan-6-carboxylat CC1=NC=CC=C1NC(=O)[C@@H]1CC12CCN(CC2)C(=O)OC(C(F)(F)F)C(F)(F)F |r|